C(C)(C)(C)NC(CNC=1C2=C(N=C(N1)C1=NC=CC(=C1)F)CCC2)=O N-tert-butyl-2-{[2-(4-fluoropyridin-2-yl)-5H,6H,7H-cyclopenta[d]pyrimidin-4-yl]amino}acetamide